perfluorodecyl-triethoxysilicon FC(C(F)(F)F)(O[Si](OC(C(F)(F)F)(F)F)(OC(C(F)(F)F)(F)F)C(C(C(C(C(C(C(C(C(C(F)(F)F)(F)F)(F)F)(F)F)(F)F)(F)F)(F)F)(F)F)(F)F)(F)F)F